COC1=CC=C(CN(C2=CC(=C(C(=N2)C2=C(C=C3C(NC(=NC3=C2F)Cl)=O)F)C(F)(F)F)C)CC2=CC=C(C=C2)OC)C=C1 (R)-7-(6-(bis(4-methoxybenzyl)amino)-4-methyl-3-(trifluoromethyl)pyridin-2-yl)-2-chloro-6,8-difluoroquinazolin-4(3H)-one